tert-butyl ((7-(5-(1-cyano-3-methylnaphthalen-2-yl)-1-methyl-1H-pyrazol-4-yl)-4-oxo-3,4-dihydrophthalazin-1-yl)methyl)carbamate C(#N)C1=C(C(=CC2=CC=CC=C12)C)C1=C(C=NN1C)C1=CC=C2C(NN=C(C2=C1)CNC(OC(C)(C)C)=O)=O